N(N)C(=O)[C@H]1N(CC1)C(=O)OC(C)(C)C tert-butyl (S)-2-(hydrazinecarbonyl)azetidine-1-carboxylate